3-isopropyl-8-(2,3,5-trifluorophenyl)imidazo[1,2-a]Pyridine-2-carboxylic acid ethyl ester C(C)OC(=O)C=1N=C2N(C=CC=C2C2=C(C(=CC(=C2)F)F)F)C1C(C)C